ClC=1C=C(C=C(C1)B(O)O)B(O)O (5-Chloro-1,3-phenylene)diboronic acid